ClC1=CC=C(OCC(=O)NC23CC(C2)(C3)N/C(=C/C(=O)C3=CC=C(C=C3)Cl)/SC)C=C1 2-(4-chlorophenoxy)-N-(3-{[(1Z)-3-(4-chlorophenyl)-1-(methylsulfanyl)-3-oxoprop-1-en-1-yl]amino}bicyclo[1.1.1]pent-1-yl)acetamide